3,5-dichloro-N-(3,3-dimethylbutyl)aniline ClC=1C=C(NCCC(C)(C)C)C=C(C1)Cl